NC([C@H](CC=1C(N(C2=CC=NC=C2C1)CC1=CC=C(C=C1)OC)=O)NC(OC(C)(C)C)=O)=O tert-Butyl (S)-(1-amino-3-(1-(4-methoxybenzyl)-2-oxo-1,2-dihydro-1,6-naphthyridin-3-yl)-1-oxopropan-2-yl)carbamate